C(C)(C)(C)OC(=O)N1CC(NCC1)COC=1C(=NC(=C(C(=O)O)C1)N1C(COCC1)(C)C)Cl ((4-(tert-butoxycarbonyl)piperazin-2-yl)methoxy)6-chloro-2-(3,3-dimethylmorpholino)nicotinic acid